NC1=CC(=C(C=C1O)S(=O)(=O)N(C)C)C 4-amino-5-hydroxy-N,N,2-trimethyl-benzenesulfonamide